BrC1=CC=C2C(=NC(=NC2=C1F)OCC1(CC1)CN(C)C)N1CC(CCC1)(O)C (7-bromo-2-((1-((dimethylamino)methyl)cyclopropyl)methoxy)-8-fluoroquinazolin-4-yl)-3-methylpiperidin-3-ol